BrC=1C=C2C(=NC(=NC2=C2C1N(N=C2)C)C(F)(F)F)N[C@H](C)C=2C=C(C=CC2)C(CO)(F)F 2-{3-[(1R)-1-{[6-bromo-7-methyl-2-(trifluoromethyl)-7H-pyrazolo[3,4-h]quinazolin-4-yl]amino}ethyl]phenyl}-2,2-difluoroethan-1-ol